FC1=C(C=C(C=C1)OC(C)C)F 1,2-difluoro-4-isopropoxybenzene